NC1=CC(=C(OC=2C=CC(N(C2)C(C(=O)OCC)C)=O)C(=C1)Cl)Cl ethyl 2-(5-(4-amino-2,6-dichlorophenoxy)-2-oxopyridin-1(2H)-yl)propanoate